(4R,5S)-4-(3-(phenylethynyl)phenyl)-5-(4-pyrimidinyl)-1,3-oxazolidin-2-one C1(=CC=CC=C1)C#CC=1C=C(C=CC1)[C@H]1NC(O[C@@H]1C1=NC=NC=C1)=O